ClP(C1=C(C=CC=C1)OC)C1=C(C=CC=C1)OC chloro-bis-(2-methoxyphenyl)phosphine